2,2,2-Trifluoro-N-{3-[2-(4-fluorophenyl)-1H-imidazol-5-yl]phenyl}acetamide FC(C(=O)NC1=CC(=CC=C1)C1=CN=C(N1)C1=CC=C(C=C1)F)(F)F